8-bromo-2-(2-(2-fluorophenoxy)acetyl)-1,3,4,12a-tetrahydrobenzo[e]pyrazino[1,2-a][1,4]diazepine-6,12(2H,11H)-dione BrC1=CC2=C(NC(C3N(C2=O)CCN(C3)C(COC3=C(C=CC=C3)F)=O)=O)C=C1